nitropyrrole-d [N+](=O)([O-])C1=C(NC=C1)[2H]